(S)-6-((4-((2-hydroxy-1-phenylethyl)amino)-5-(3-(pyridin-2-yl)-1,2,4-oxadiazol-5-yl)pyrimidin-2-yl)amino)-1-isopropyl-2-methyl-1,2-dihydro-3H-indazol-3-one OC[C@H](C1=CC=CC=C1)NC1=NC(=NC=C1C1=NC(=NO1)C1=NC=CC=C1)NC1=CC=C2C(N(N(C2=C1)C(C)C)C)=O